CC1=C(C(NC(=C1)C)=O)CN1C(C=2C(=C3C(=C(C2CC1)C=1C=NC=CC1)O[C@@](O3)(C)[C@@H]3CC[C@H](CC3)N(C)C)C)=O (S)-6-((4,6-dimethyl-2-oxo-1,2-dihydropyridin-3-yl)methyl)-2-(trans-4-(dimethylamino)cyclohexyl)-2,4-dimethyl-9-(pyridin-3-yl)-7,8-dihydro-[1,3]dioxolo[4,5-g]isoquinolin-5(6H)-one